N-[2-bromo-6-trifluoromethyl-4-(1,1,1,2,3,3,3-heptafluoroprop-2-yl)benzeneyl]-3-[N-(cyclopropylmethyl)-2-methyl-4-cyanobenzamido]-4-fluorobenzamide BrC1=C(C(=CC(=C1)C(C(F)(F)F)(C(F)(F)F)F)C(F)(F)F)NC(C1=CC(=C(C=C1)F)N(C(C1=C(C=C(C=C1)C#N)C)=O)CC1CC1)=O